The molecule is a sterol ester that is the O-succinoyl derivative of 3beta-hydroxy-5alpha-pregnan-20-one. It is a dicarboxylic acid monoester, a sterol ester, a 20-oxo steroid and a hemisuccinate. CC(=O)[C@H]1CC[C@@H]2[C@@]1(CC[C@H]3[C@H]2CC[C@@H]4[C@@]3(CC[C@@H](C4)OC(=O)CCC(=O)O)C)C